C1(CC1)NC(COC=1C=C(C=CC1)C1=CC(=NC(=N1)N1CCCC1)NC=1C=C2C=NN(C2=CC1)C(=O)OC(C)(C)C)=O tert-Butyl 5-(6-(3-(2-(cyclopropylamino)-2-oxoethoxy)phenyl)-2-(pyrrolidin-1-yl) pyrimidin-4-ylamino)-1H-indazole-1-carboxylate